(S)-3-(4-(4-(5-azidopentanamido)phenethoxy)-3-fluorophenyl)-3-(2-oxo-3-(3-(5,6,7,8-tetrahydro-1,8-naphthyridin-2-yl)propyl)imidazolidin-1-yl)propanoic acid N(=[N+]=[N-])CCCCC(=O)NC1=CC=C(CCOC2=C(C=C(C=C2)[C@H](CC(=O)O)N2C(N(CC2)CCCC2=NC=3NCCCC3C=C2)=O)F)C=C1